C(C)(C)(C)OC(=O)N1CC(C(CC1)(F)F)N 3-amino-4,4-difluoropiperidine-1-carboxylic acid tert-butyl ester